CC(C[C@@H](C(N[C@@H](C[C@H]1C(NCC1)=O)C(COC(F)(F)F)=O)=O)NC(C(=O)NCC(F)(F)F)=O)(C)C N1-((S)-4,4-dimethyl-1-oxo-1-(((S)-3-oxo-1-((S)-2-oxopyrrolidin-3-yl)-4-(trifluoromethoxy)butan-2-yl)amino)pentan-2-yl)-N2-(2,2,2-trifluoroethyl)oxalamide